O1C(CCCC1)C(=O)Cl Tetrahydro-2H-pyran-2-carbonyl chloride